CC(C)C1=CN=C(S1)C=1C=C(C(=O)N)C=C(C1)OC[C@H]1OCCC1 3-[5-(prop-2-yl)-1,3-thiazol-2-yl]-5-[(2S)-tetrahydrofuran-2-ylmethoxy]benzamide